C1(=CC=CC=C1)NC(=O)N1CC2=CC=CCC2CC1 N-(PHENYLAMINOCARBONYL)TETRAHYDROISOCHINOLINE